6-Bromo-2-(4-fluoropiperidine-4-yl)quinazoline-4(3H)-one BrC=1C=C2C(NC(=NC2=CC1)C1(CCNCC1)F)=O